FC1(C2(CC(C1)C2)C(=O)O)F difluorobicyclo[2.1.1]hexanecarboxylic acid